8-(benzyloxy)-5-(chloromethyl)-[1,2,4]triazolo[1,5-a]pyridine C(C1=CC=CC=C1)OC=1C=2N(C(=CC1)CCl)N=CN2